[2-[1-(2,2-difluoropropyl)-6-ethylpyrrolo[2,3-b]pyridin-2-yl]-5-methoxy-3-methylimidazo[1,2-a]pyridin-7-yl]methanone FC(CN1C(=CC=2C1=NC(=CC2)CC)C=2N=C1N(C(=CC(=C1)C=O)OC)C2C)(C)F